(R)-5-((1H-1,2,3-triazol-1-yl)methyl)-3-(3-fluoro-4-(2-thia-6-azaspiro[3.3]hept-6-yl)phenyl)oxazolidin-2-one N1(N=NC=C1)C[C@H]1CN(C(O1)=O)C1=CC(=C(C=C1)N1CC2(CSC2)C1)F